N-((cis)-3-(5-chloro-2-cyanophenyl)-3-methylcyclobutyl)-1-((S or R)-1-(5-methoxy-6-((1R,5S)-2-oxo-3-azabicyclo[3.1.0]hexan-3-yl)pyridin-3-yl)ethyl)-1H-1,2,3-triazole-4-carboxamide ClC=1C=CC(=C(C1)C1(CC(C1)NC(=O)C=1N=NN(C1)[C@@H](C)C=1C=NC(=C(C1)OC)N1C([C@@H]2C[C@@H]2C1)=O)C)C#N |o1:19|